C(C)(C)(C)OC(=O)N[C@H](C(=O)OCC1=CC=CC=C1)CCCO Benzyl (S)-2-((tert-butoxycarbonyl)amino)-5-hydroxypentanoate